BrC1=CC(=CC=C1)C=COC bromo-3-(2-methoxyvinyl)benzene